N-(cyclopropylaminothioformyl)-2-(2-fluoropyridin-4-yl)-2-(4-(trifluoromethyl)pyridin-2-yl)acetamide C1(CC1)NC(=S)NC(C(C1=NC=CC(=C1)C(F)(F)F)C1=CC(=NC=C1)F)=O